C1(CC1)NC(=O)C=1C(=CC(=NC1)NC1=CC=C(C=N1)C(=O)O)NC1=C(C(=CC=C1)C1=NC=C(C=N1)F)OC 6-{[5-(cyclopropylcarbamoyl)-4-{[3-(5-fluoropyrimidin-2-yl)-2-methoxyphenyl]amino}pyridin-2-yl]amino}pyridine-3-carboxylic Acid